N-((5-oxomorpholin-2-yl)methyl)acetamide O=C1COC(CN1)CNC(C)=O